(R)-2-amino-3-(3-(4-ethyl-1H-imidazol-5-yl)-5-fluorobenzamido)propanoic acid N[C@@H](C(=O)O)CNC(C1=CC(=CC(=C1)F)C1=C(N=CN1)CC)=O